O1CCC(C2=CC=CC=C12)CCO 2-(Chroman-4-yl)ethan-1-ol